4-(2-(2-(2-(2-bromoethoxy)ethoxy)ethoxy)ethylthio)-1-oxoisoindolin BrCCOCCOCCOCCSC1=C2CNC(C2=CC=C1)=O